9-chloro-11-fluoro-5-methyl-5,7-dihydropyrido[2,3-d][1]benzazepin-6-one ClC1=CC2=C(C3=C(C(C(N2)=O)C)N=CC=C3)C(=C1)F